Cl.CN1N=C2C(=CC(=CC2=C1)C=1N=C2SC(=NN2C1)N(C1CCN(CC1)C)C)C#N 2-methyl-5-{2-[methyl(1-methylpiperidin-4-yl)amino]imidazo[2,1-b][1,3,4]thiadiazol-6-yl}-2H-indazole-7-carbonitrile hydrochloride